N-{4-[(3S)-2,3-dihydro[1,4]dioxino[2,3-b]pyridin-3-yl]benzyl}-N-ethyl-ethylamine O1C[C@@H](OC2=NC=CC=C21)C2=CC=C(CN(CC)CC)C=C2